1-N'-(4-fluorophenyl)-1-N-[4-[7-methoxy-6-(oxetan-3-ylcarbamoyl)quinazolin-4-yl]oxyphenyl]cyclopropane-1,1-dicarboxamide FC1=CC=C(C=C1)NC(=O)C1(CC1)C(=O)NC1=CC=C(C=C1)OC1=NC=NC2=CC(=C(C=C12)C(NC1COC1)=O)OC